ClC=1C=C(C(=NC1)N1CC(N(C2(CC(C2)O)C1=O)CC1=CC=C(C=C1)F)=O)F (2r,4r)-8-(5-chloro-3-fluoropyridin-2-yl)-5-(4-fluorobenzyl)-2-hydroxy-5,8-diazaspiro[3.5]nonane-6,9-dione